tert-butyl (4R,5S,5aS,6S,9R)-2-chloro-12-(ethylthio)-1-fluoro-4,5-dimethyl-4,5,5a,6,7,8,9,10-octahydro-3,10a,11,13,14-pentaaza-6,9-methanonaphtho[1,8-ab]heptalene-14-carboxylate ClC=1C(=C2N=C(N=C3C2=C([C@@H]([C@@H]([C@H]2[C@@H]4CC[C@H](CN32)N4C(=O)OC(C)(C)C)C)C)N1)SCC)F